C(C)(C)(C)OC(=O)N1[C@@H](C2=CC=CC=C2C1)C(=O)OCC1=CC=CC=C1 (S)-isoindoline-1,2-dicarboxylic acid 1-benzyl 2-tert-butyl ester